4-chloro-5-(4,4-difluoropiperidin-1-yl)pyridin-2-amine ClC1=CC(=NC=C1N1CCC(CC1)(F)F)N